C1(CCCCC1)C(CC(C1=CC=C(C=C1)C)P(=O)(C1=CC=CC=C1)C1=CC=CC=C1)=O 1-Cyclohexyl-3-(diphenylphosphoryl)-3-(p-tolyl)propan-1-one